FC1=C(C=C(C=C1)C=1C=CC=2N(N1)C(=CN2)C2=NC=CC(=C2C#N)OC)N[C@H](CN2N=NN=C2)C 2-[6-(4-fluoro-3-{[(2S)-1-(1H-tetrazol-1-yl)propan-2-yl]amino}phenyl)imidazo[1,2-b]pyridazin-3-yl]-4-methoxypyridine-3-carbonitrile